4-(5-((5-(5-(aminomethyl)isoquinolin-4-yl)-4,6-dioxo-1-(3,4,5-trifluorobenzyl)-1,4,5,6-tetrahydro-1,3,5-triazin-2-yl)amino)-6-chloro-2-methyl-2H-indazol-4-yl)butanoic acid NCC1=C2C(=CN=CC2=CC=C1)N1C(N=C(N(C1=O)CC1=CC(=C(C(=C1)F)F)F)NC1=C(C2=CN(N=C2C=C1Cl)C)CCCC(=O)O)=O